4-((2,4-dimethoxyphenyl)amino)-N-(2,6-dimethylphenyl)-2-((4-(4-methylpiperazin-1-yl)phenyl)amino)pyrimidine-5-carboxamide COC1=C(C=CC(=C1)OC)NC1=NC(=NC=C1C(=O)NC1=C(C=CC=C1C)C)NC1=CC=C(C=C1)N1CCN(CC1)C